N1(N=NC=C1)C[C@@H]1C[C@H](CN1C#N)NC(C1=NC=CC(=C1)C1=CC(=CC=C1)OC(F)(F)F)=O N-((3R,5S)-5-((1H-1,2,3-triazol-1-yl)methyl)-1-cyanopyrrolidin-3-yl)-4-(3-(trifluoromethoxy)phenyl)picolinamide